2,1-dioxane O1OCCCC1